BrC1=CC=C2[C@@](NC(N(C2=C1)CC1=CC=C(C=C1)OC)=O)(C(F)(F)F)C#CC1CC1 (R)-7-bromo-4-(cyclopropylethynyl)-1-(4-methoxybenzyl)-4-(trifluoromethyl)-3,4-dihydro-quinazolin-2(1H)-one